N(=[N+]=[N-])CCOC1=CC=C(CN2C(/C(/C3=CC=CC=C23)=C/C=C/C2=CC=C(C=C2)[N+](=O)[O-])=O)C=C1 (E)-1-(4-(2-azidoethoxy)benzyl)-3-((E)-3-(4-nitrophenyl)allylidene)indolin-2-one